(R)-4-(3H-[1,2,3]triazolo[4,5-b]pyridin-3-yl)-2-fluoro-N-(piperidin-3-yl)-N-(2-(1,2,3,6-tetrahydropyridin-4-yl)thieno[3,2-c]pyridin-4-yl)benzamide N1=NN(C2=NC=CC=C21)C2=CC(=C(C(=O)N(C1=NC=CC3=C1C=C(S3)C=3CCNCC3)[C@H]3CNCCC3)C=C2)F